CN(C/C=C/C(=O)NCC1CN(C2=CC=CC=C2C1)C1=CC=C(C=C1)C(F)(F)F)C (E)-4-(dimethylamino)-N-((1-(4-(trifluoromethyl)-phenyl)-1,2,3,4-tetrahydroquinolin-3-yl)methyl)but-2-enamide